ClC1=C(C=NN(C1=O)C1OCCCC1)C(C#N)C1=C(C(=NC=C1)NCC1=C(C=C(C=C1)OC)OC)F 2-(5-chloro-6-oxo-1-tetrahydropyran-2-yl-pyridazin-4-yl)-2-[2-[(2,4-dimethoxyphenyl)methylamino]-3-fluoro-4-pyridyl]acetonitrile